C(C)(C)N1N=CC(=C1)C=1C=C(C=CC1)N(C(=O)[C@@H]1CC[C@H](CC1)NC(CC)=O)C[C@@H]1CC[C@H](CC1)C1=CC(=C(C=C1)OC)C trans-N-(3-(1-Isopropyl-1H-pyrazol-4-yl)phenyl)-N-((trans-4-(4-methoxy-3-methylphenyl)cyclohexyl)methyl)-4-propionamidocyclohexanecarboxamide